ethyl dodecanoate (ethyl laurate) C(C)C(C(=O)O)CCCCCCCCCC.C(CCCCCCCCCCC)(=O)OCC